C1=CC=CC=2OC3=CC=CC=C3SC12 phenoxathiin